ClC=1C(N(N=CC1N1C(C=2N=CN=C(C2CC1)OC1=C(C=C(C=C1)F)Cl)C)C1OCCCC1)=O 4-chloro-5-[4-(2-chloro-4-fluorophenoxy)-8-methyl-5H,6H,7H,8H-pyrido[3,4-d]pyrimidin-7-yl]-2-(oxan-2-yl)-2,3-dihydropyridazin-3-one